C1(=CC=CC=C1)C1=NC(=NC(=N1)C1=CC=CC=C1)C1=CC=CC=2OC3=C(C21)C=C(C=C3)B3OC(C(O3)(C)C)(C)C 2,4-Diphenyl-6-[8-(4,4,5,5-tetramethyl-1,3,2-dioxaborolan-2-yl)-1-dibenzofuranyl]-1,3,5-triazin